4-hydroxy-5-oxo-2H-furan-3-ate OC1=C(COC1=O)C(=O)[O-]